1H-imidazole-1-sulfonyl azide N1(C=NC=C1)S(=O)(=O)N=[N+]=[N-]